OC1=C(C=C(C=C1)F)C(CC1=NC=CC=C1)C=1SC=CC1 2-(2-(2-hydroxy-5-fluorophenyl)-2-(2-thienyl)ethyl)-pyridine